OC(CC(=O)OCC(OC(CC(C)O)=O)COC(CC(C)O)=O)C glycerol tri(DL-3-hydroxybutyrate)